[Dy].[Yb].[Mg] magnesium ytterbium dysprosium